O1C(OCCC1)C1=CC=C(C(=O)NC2=NC=CC=C2O)C=C1 4-(1,3-dioxane-2-yl)-N-(3-hydroxypyridin-2-yl)benzamide